(4-methoxy-3-indolyl){(5r,8r)-8-[1-(2-hydroxyethyl)-4-pyrazolylamino]-2-aza-2-spiro[4.5]decyl}methanone COC1=C2C(=CNC2=CC=C1)C(=O)N1CC2(CC1)CCC(CC2)NC=2C=NN(C2)CCO